3-isopropyl-1,2,4-oxadiazole C(C)(C)C1=NOC=N1